7-methoxyquinoline-6-carboxamide hydrochloride Cl.COC1=C(C=C2C=CC=NC2=C1)C(=O)N